FC(C1=CC=C(C=C1)C1=NN2C=NC=3C=CC=CC3C2=N1)F 2-[4-(difluoromethyl)phenyl][1,2,4]triazolo[1,5-c]quinazolin